water magnesium manganese [Mn].[Mg].O